(+)-3-aminomethyl-5-methylhexanoic acid NCC(CC(=O)O)CC(C)C